1-[(6-{6,6-Difluoro-3-azabicyclo[3.1.0]hex-3-yl}-2-vinylpyridin-3-yl)methyl]-1H-pyrazole-4-carboxylic acid ethyl ester C(C)OC(=O)C=1C=NN(C1)CC=1C(=NC(=CC1)N1CC2C(C2C1)(F)F)C=C